C(C(=C)C)(=O)NCC[N+](C)(C)C [2-(methacrylamido)ethyl]trimethyl-ammonium